4-(4-((1R,5S)-3,8-diazabicyclo[3.2.1]octan-3-yl)-6,8-difluoro-2-(((S)-1-methylpyrrolidin-2-yl)methoxy)quinazolin-7-yl)naphthalen-2-ol [C@H]12CN(C[C@H](CC1)N2)C2=NC(=NC1=C(C(=C(C=C21)F)C2=CC(=CC1=CC=CC=C21)O)F)OC[C@H]2N(CCC2)C